FC1=C(C=CC(=C1)F)N1N=CC(=C1)C=O 1-(2,4-difluorophenyl)-1H-pyrazole-4-carbaldehyde